5-((4-(2-(4-chloro-2-fluorophenyl)-2-methyl-benzo[d][1,3]dioxol-4-yl)piperidin-1-yl)methyl)-4-(((S)-oxetan-2-yl)methyl)-4H-1,2,4-triazole-3-carbaldehyde ClC1=CC(=C(C=C1)C1(OC2=C(O1)C=CC=C2C2CCN(CC2)CC=2N(C(=NN2)C=O)C[C@H]2OCC2)C)F